CCC(CC)OOC(CCCCCCCN(CCCCCCCC(=O)OOC(CC)CC)CCCN)=O 8,8'-((3-aminopropyl)azanediyl)dioctanoic acid bis(3-pentyloxy) ester